(15z,18z)-N,N-dimethyl-6-((9z,12z)-octadec-9,12-dien-1-yl)tetracos-4,15,18-trien-1-amine CN(CCCC=CC(CCCCCCCC\C=C/C\C=C/CCCCC)CCCCCCCC\C=C/C\C=C/CCCCC)C